BrC(=CC1=CC=C(C=C1)Cl)Br 4-(2,2-dibromovinyl)chlorobenzene